Cl.C(C(C)C)OCC1=C2C=CC=NC2=C(C=C1)O 5-(isobutoxymethyl)quinolin-8-ol hydrochloride